C1(CCCC1)NC=1N=CC=C2C1SC1=NC(=CC(=C12)C)C N-cyclopentyl-2,4-dimethylthieno[2,3-b:5,4-c']Dipyridin-8-amine